ClC=1C=CC(=C(C1)N1CC(N(CC1=O)C(C(=O)NC1=CC2=CN(N=C2C=C1)C)CC1=NN(C=C1)C(F)F)=O)N1N=NC(=C1)Cl 2-(4-(5-chloro-2-(4-chloro-1H-1,2,3-triazol-1-yl)phenyl)-2,5-dioxopiperazin-1-yl)-3-(1-(difluoromethyl)-1H-pyrazol-3-yl)-N-(2-methyl-2H-indazol-5-yl)propanamide